Cl.ClC1=C(C=CC=C1Cl)N1CCN(CC1)CC[C@@H]1CC[C@H](CC1)NC(=O)N(C)C Trans-N-[4-[2-[4-(2,3-dichlorophenyl)piperazin-1-yl]ethyl]cyclohexyl]-N',N'-dimethyl-urea hydrochloride